C(CC)OC(=O)C1=CC(=NN1C)NC(CCNC1=NC=CC2=CC=C(C=C12)C1=NOC(=N1)C)=O.S1N=CC=C1C=1C=CC2=C(N=C(O2)C2=CC=NC=C2)C1 4-(5-(Isothiazol-5-yl)benzo[d]oxazol-2-yl)pyridine Propyl-1-methyl-3-(3-((7-(5-methyl-1,2,4-oxadiazol-3-yl)isoquinolin-1-yl)amino)propanamido)-1H-pyrazole-5-carboxylate